C(#N)C=1C=C(OC=2C=CC(=C3C(CCC23)=O)S(=NC#N)CF)C=C(C1)F N-((7-(3-cyano-5-fluorophenoxy)-3-oxo-2,3-dihydro-1H-inden-4-yl)(fluoromethyl)λ4-sulfanylidene)cyanamide